C1(=CC=CC=C1)[Ge](C=1C=C(N(C)C)C=CC1)(C=1C=C(N(C)C)C=CC1)C1=CC=CC=C1 3,3'-(diphenylgermanediyl)bis(N,N-dimethylaniline)